4,4,4-trifluoro-1-(2-furanyl)-1,3-butanedione FC(C(CC(=O)C=1OC=CC1)=O)(F)F